4-carboxy-N-(1,3-diisopropyl-1,3-dihydro-2H-benzo[d]imidazol-2-ylidene)-2,6-Dimethylbenzenaminium tetrafluoroborate F[B-](F)(F)F.C(=O)(O)C1=CC(=C(C(=C1)C)[NH+]=C1N(C2=C(N1C(C)C)C=CC=C2)C(C)C)C